azobarbituric acid nickel [Ni].N(=NC1C(NC(NC1=O)=O)=O)C1C(NC(NC1=O)=O)=O